C(C)(C)(C)OC(=O)NCCNC(=O)[C@H]1N(CCC1)C(=O)OCC1C2=CC=CC=C2C=2C=CC=CC12 (9H-fluoren-9-yl)methyl (S)-2-((2-((tertbutoxycarbonyl)amino)ethyl)carbamoyl)pyrrolidine-1-carboxylate